5-(5-((R)-1-(3,5-dimethylpyridazin-4-yl)ethoxy)-6-methoxy-1H-indazol-3-yl)-2-((S)-3-hydroxypyrrolidin-1-yl)nicotinonitrile CC=1N=NC=C(C1[C@@H](C)OC=1C=C2C(=NNC2=CC1OC)C=1C=NC(=C(C#N)C1)N1C[C@H](CC1)O)C